FC1(C(CNC1)C1CC12N(CCC(C2)C(=O)N)C(=O)C2=NNC(=C2)C2=CC(=NC=C2F)OC)F (4,4-difluoropyrrolidin-3-yl)-4-[5-(5-fluoro-2-methoxypyridin-4-yl)-1H-pyrazole-3-carbonyl]-4-azaspiro[2.5]octane-7-carboxamide